ClC=1C=C(C(=O)NC2=C(C(=CC=C2)C(=O)C=2C=C3N=C(C=NC3=CC2)N2CCOCC2)F)C=CC1F 3-chloro-4-fluoro-N-(2-fluoro-3-(3-morpholinoquinoxaline-6-carbonyl)phenyl)benzamide